Tert-butyl (4-(5-(6-(3-cyanopyrrolo[1,2-b]pyridazin-7-yl)-4-((tetrahydro-2H-pyran-4-yl)amino)pyridin-3-yl)-1,3,4-thiadiazol-2-yl)bicyclo[2.2.2]octan-1-yl)carbamate C(#N)C1=CC=2N(N=C1)C(=CC2)C2=CC(=C(C=N2)C2=NN=C(S2)C21CCC(CC2)(CC1)NC(OC(C)(C)C)=O)NC1CCOCC1